3-((S)-2-((dibenzylamino)methyl)butanoyl)-4-isopropyl-5,5-dimethyloxazolidin-2-one C(C1=CC=CC=C1)N(CC1=CC=CC=C1)C[C@@H](C(=O)N1C(OC(C1C(C)C)(C)C)=O)CC